(2R,3R,4R,5S)-1-(6-{[2-chloro-4-(1,3-oxazol-2-yl)phenyl]amino}hexyl)-2-(hydroxymethyl)piperidine-3,4,5-triol ClC1=C(C=CC(=C1)C=1OC=CN1)NCCCCCCN1[C@@H]([C@H]([C@@H]([C@H](C1)O)O)O)CO